6-(4-(5-(4-chloro-3-fluorophenyl)-7-isobutyl-7H-pyrrolo[2,3-d]pyrimidine-2-carbonyl)-3,3-dimethylpiperazin-1-yl)-2,4-dimethylnicotinic acid ClC1=C(C=C(C=C1)C1=CN(C=2N=C(N=CC21)C(=O)N2C(CN(CC2)C2=NC(=C(C(=O)O)C(=C2)C)C)(C)C)CC(C)C)F